2-((7-bromonaphthalen-2-yl)oxy)-N-trans-(4-(trifluoromethyl)cyclohexyl)acetamide BrC1=CC=C2C=CC(=CC2=C1)OC(C(=O)N)C1CCC(CC1)C(F)(F)F